IC1=CC2=C(N=CNS2(=O)=O)C=C1 7-iodo-2H-benzo[e][1,2,4]thiadiazine-1,1-dioxide